C(C)(C)(C)OC(=O)NCCCCCN[C@@H]1C[C@H](CC1)NC1=NC=C(C(=N1)C1=CNC2=C(C(=CC=C12)C(=O)OC)P(=O)(C)C)C(F)(F)F Methyl 3-(2-(((1S,3S)-3-((5-((t-butyloxycarbonyl)amino)pentyl)amino)cyclopentyl)amino)-5-(trifluoromethyl)pyrimidin-4-yl)-7-(dimethylphosphoryl)-1H-indole-6-carboxylate